COC1=C(C=C(C=C1)O)N1N=CC=C1 4-methoxy-3-(1H-pyrazol-1-yl)phenol